4-(piperazin-1-yl)-2-(thiophen-2-yl)ethan-1-one N1(CCNCC1)C=1C=C(SC1)CC=O